Cl.COC=1C=C(C=C(C1C=C1CCNCC1)OC)C=1C(=C(C(N(C1)C)=O)C)C 5-(3,5-dimethoxy-4-(piperidin-4-ylidenemethyl)phenyl)-1,3,4-trimethylpyridin-2(1H)-one Hydrochloride